FC=1C=C(C=NC1F)CNCC[C@]1(CCOC2(CCCC2)C1)C1=NC=CC=C1 [(5,6-difluoropyridin-3-yl)methyl]({2-[(9R)-9-(pyridin-2-yl)-6-oxaspiro[4.5]decan-9-yl]ethyl})amine